[4-[3-isopropenyl-4-(2-methylprop-2-enoyloxy)phenyl]phenyl] 2-methylprop-2-enoate CC(C(=O)OC1=CC=C(C=C1)C1=CC(=C(C=C1)OC(C(=C)C)=O)C(=C)C)=C